C(CCC)C1=CC=C2CCC=3C=CC=C1C32 5-butylacenaphthene